2-(3-cyanophenyl)-3-(2,6-dimethyl-4-pyridinyl)-N-[(3R,4R)-4-hydroxy-4-methyl-tetrahydrofuran-3-yl]pyrazolo[1,5-a]pyrimidine-5-carboxamide C(#N)C=1C=C(C=CC1)C1=NN2C(N=C(C=C2)C(=O)N[C@@H]2COC[C@]2(C)O)=C1C1=CC(=NC(=C1)C)C